3-(N-methyl-isobutyrylamino)benzoic acid CN(C=1C=C(C(=O)O)C=CC1)C(C(C)C)=O